N,N,5-trimethyl-pyridazine-4-carboxamide CN(C(=O)C1=CN=NC=C1C)C